hept-6-en CCCCCC=C